C1OCC12CN(C2)C2=NN=C(S2)C=2C(=CC(=NC2)C2=CC=C1N2N=CC(=C1)C#N)NC(C)C 7-(5-(5-(2-oxa-6-azaspiro[3.3]heptan-6-yl)-1,3,4-thiadiazol-2-yl)-4-(isopropylamino)pyridin-2-yl)pyrrolo[1,2-b]pyridazine-3-carbonitrile